8-(7-bromo-8-fluoro-2-(((2R,7aS)-2-fluorotetrahydro-1H-pyrrolizin-7a(5H)-yl)methoxy)quinazoline-4-yl)-1,8-diazaspiro[4.5]decane-1-carboxylic acid tert-butyl ester C(C)(C)(C)OC(=O)N1CCCC12CCN(CC2)C2=NC(=NC1=C(C(=CC=C21)Br)F)OC[C@]21CCCN1C[C@@H](C2)F